5-(chloromethyl)-3-(4-chlorophenyl)isothiazole ClCC1=CC(=NS1)C1=CC=C(C=C1)Cl